2-[(2-chlorophenethyl)amino]acetic acid ClC1=C(CCNCC(=O)O)C=CC=C1